1-tert-butyl-5-[(1S,3R)-3-[(6-isopropylpyridazin-3-yl)oxy]cyclopentyl]pyrazol-3-amine C(C)(C)(C)N1N=C(C=C1[C@@H]1C[C@@H](CC1)OC=1N=NC(=CC1)C(C)C)N